(2S,4S)-4-acetamido-N-(4-fluorophenyl)-N-methylpyrrolidine-2-carboxamide C(C)(=O)N[C@H]1C[C@H](NC1)C(=O)N(C)C1=CC=C(C=C1)F